5-acetyl-3,3-difluoro-7-methyl-2,3-dihydropyrrolo[2,1-b]quinazolin-9(1H)-one C(C)(=O)C1=CC(=CC=2C(N3C(=NC12)C(CC3)(F)F)=O)C